4-[[4-[6-methyl-2-(1-methylethyl)-4-pyrimidinyl]-1-piperazinyl]carbonyl]-2-propyl-1(2H)-phthalazinone CC1=CC(=NC(=N1)C(C)C)N1CCN(CC1)C(=O)C1=NN(C(C2=CC=CC=C12)=O)CCC